tert-Butyl (2-(hydroxymethyl)benzofuran-3-yl)carbamate OCC=1OC2=C(C1NC(OC(C)(C)C)=O)C=CC=C2